C(#C)C=1C(=CC(N(C1)C)=O)C=1C2=C(C(N(C1)C)=O)N(C(=C2)C=2C=NN(C2)C(C)C)S(=O)(=O)C2=CC=C(C=C2)C 5-ethynyl-4-[2-(1-isopropylpyrazol-4-yl)-6-methyl-1-(4-methylbenzenesulfonyl)-7-oxopyrrolo[2,3-c]pyridin-4-yl]-1-methylpyridin-2-one